ClC=1C(=C(C(=CC1)OC)C1=CC(=NC=C1C(=O)NC=1SC(N(N1)CCC(C)(C)O)=O)C)F 4-(3-Chloro-2-fluoro-6-methoxyphenyl)-N-(4-(3-hydroxy-3-methylbutyl)-5-oxo-4,5-dihydro-1,3,4-thiadiazol-2-yl)-6-methylnicotinamide